8-(2-chloro-4-(methylsulfonyl)phenyl)-6-(1-methylcyclopropoxy)-9-((4-methylpyridin-2-yl)methyl)-9H-purine ClC1=C(C=CC(=C1)S(=O)(=O)C)C=1N(C2=NC=NC(=C2N1)OC1(CC1)C)CC1=NC=CC(=C1)C